N-ethyl-8-methoxy-7-[3-(pyrrolidin-1-yl)propoxy]-1H,2H,3H-cyclopenta[c]quinolin-4-amine trifluoroacetate FC(C(=O)O)(F)F.C(C)NC1=NC=2C=C(C(=CC2C2=C1CCC2)OC)OCCCN2CCCC2